N-(1-naphthyl)benzothiazolium C1(=CC=CC2=CC=CC=C12)[N+]1=CSC2=C1C=CC=C2